OC(CNC(CCCN1CC(NCC1=O)=O)NCC(CCCCCCCCCC)O)CCCCCCCCCC 4-(bis(2-hydroxydodecylamino)butyl)piperazine-2,5-dione